CS(=O)(=O)C1CC(C1)OCC1=CC=CC=C1 ((3-(methylsulfonyl)cyclobutoxy)methyl)benzene